FC(C1=NN=C2N1CCN(C2)C=2C(=CC1=C(N=CN=C1)N2)C(=O)N)(F)F 7-(3-(trifluoromethyl)-5,6-dihydro-[1,2,4]triazolo[4,3-a]pyrazin-7(8H)-yl)pyrido[2,3-d]pyrimidine-6-carboxamide